N1=C(SC2=C1C1=C(C=C2)OCC1)N1C(N[C@H]2[C@@H]1CN(C2)CC#C)=O |r| rac-(3ar,6as)-1-(7,8-dihydrofuro[3,2-e][1,3]benzothiazol-2-yl)-5-(2-propyn-1-yl)hexahydropyrrolo[3,4-d]imidazol-2(1H)-one